7-[2-(3-chloro-2-pyridyl)-5-(difluoromethoxy)pyrazol-3-yl]-5-methyl-1H-triazolo[4,5-f][3,1]benzoxazin-9-one ClC=1C(=NC=CC1)N1N=C(C=C1C1=NC2=C(C(O1)=O)C1=C(C=C2C)N=NN1)OC(F)F